1-(bicyclo[1.1.1]pentan-1-yl)-4-((3-phenylisoxazol-5-yl)methyl)piperazine-2,3-dione C12(CC(C1)C2)N2C(C(N(CC2)CC2=CC(=NO2)C2=CC=CC=C2)=O)=O